COC=1C=C(C=CC1C)NC(=O)C1CCC(CC1)N1C(NC2=CC(=CC(=C2C1)C)C1COC1)=O (1r,4r)-N-(3-methoxy-4-methylphenyl)-4-(5-methyl-7-(oxetan-3-yl)-2-oxo-1,2-dihydroquinazolin-3(4H)-yl)cyclohexanecarboxamide